COC1=C(C=CC(=C1)N)N 2-methoxy-p-phenylenediamine